C(C)(C)(C)S(=O)N(C1(COC1)C1=CC=C(C=C1)C(C(=O)OCC=C)CC1CC1)COCC[Si](C)(C)C (±)-allyl 2-[4-[3-[tert-butylsulfinyl(2-trimethylsilylethoxymethyl)amino]oxetan-3-yl] phenyl]-3-cyclopropyl-propanoate